CC1=NN2C(N=C(C(=C2C)O[C@H]2CN(CC2)C2=CC=C(C=C2)C2=CC=C(N=N2)CN2CCOCC2)C)=C1 4-[[6-[4-[(3R)-3-(2,5,7-trimethylpyrazolo[1,5-a]pyrimidin-6-yl)oxypyrrolidin-1-yl]phenyl]pyridazin-3-yl]methyl]morpholine